N-(3,5-dichloro-4-pyridinyl)-4-difluoromethoxy-8-[(methylsulfonyl)amino]-1-dibenzofurancarboxamide ClC=1C=NC=C(C1NC(=O)C1=CC=C(C=2OC3=C(C21)C=C(C=C3)NS(=O)(=O)C)OC(F)F)Cl